OC1=C(C2=CC=CC=C2C=C1)CC(=O)N1CCN(CC1)C 2-(2-hydroxynaphthalene-1-yl)-1-(4-methylpiperazine-1-yl)ethanone